C(CC(O)(C(=O)[O-])CC(=O)[O-])(=O)OC(=O)OCC1=CC=CC=C1 (CBZ) citrate